3-bromo-5-(difluoro-methyl)-2-methyl-pyridine BrC=1C(=NC=C(C1)C(F)F)C